2-(1,2,5,6-tetrahydropyridin-3-ylthiazol-4-yl)propanamide N1CC(=CCC1)C=1SC=C(N1)C(C(=O)N)C